N-((3R,4S,5S)-3-methoxy-1-((S)-2-((1R,2R)-1-methoxy-2-methyl-3-(methyl(4-nitrophenethyl)amino)-3-oxopropyl)pyrrolidin-1-yl)-5-methyl-1-oxoheptan-4-yl)-N,3-dimethylbutanamide CO[C@H](CC(=O)N1[C@@H](CCC1)[C@@H]([C@H](C(=O)N(CCC1=CC=C(C=C1)[N+](=O)[O-])C)C)OC)[C@H]([C@H](CC)C)N(C(CC(C)C)=O)C